OC(CO)OCCC#N 3-(1,2-dihydroxy-ethoxy)-propionitrile